ClC1=NC(=CN=C1)C=1C=NC=C(C1)OC1=C(C=CC=C1)OCC 2-chloro-6-(5-(2-ethoxyphenoxy)pyridin-3-yl)pyrazine